7-(2-aminoethoxy)-2H-benzopyran-2-one hydrochloride Cl.NCCOC1=CC2=C(C=CC(O2)=O)C=C1